1-isopropyl-1H-pyrrolo[2,3-b]pyridin C(C)(C)N1C=CC=2C1=NC=CC2